C1(CC1)NC(C1=C(C=C(C=C1OC)C1=CN=C2N1N=CC(=C2)C=2C=NN(C2)C)OC)=O N-cyclopropyl-2,6-dimethoxy-4-[7-(1-methylpyrazol-4-yl)imidazo[1,2-b]pyridazin-3-yl]benzamide